3-(4-hexyl-2-(4-(trifluoromethyl)phenyl)thiazol-5-yl)-1-(4-(2-hydroxyethoxy)-3-methylphenyl)propan-1-one C(CCCCC)C=1N=C(SC1CCC(=O)C1=CC(=C(C=C1)OCCO)C)C1=CC=C(C=C1)C(F)(F)F